BrC1=CC=C2C(=N1)N(C=C2)CC2CC1(CN(C1)C(=O)OC(C)(C)C)C2 tert-Butyl 6-((6-bromo-1H-pyrrolo[2,3-b]pyridin-1-yl)methyl)-2-azaspiro[3.3]heptane-2-carboxylate